ClC1=C(C=CC=C1)[C@H](C)OC1=C(C=C(C(=O)OC)C=C1)C=1NC=CN1 Methyl (S)-4-(1-(2-chlorophenyl)ethoxy)-3-(1H-imidazol-2-yl)benzoate